3-(sec-butyl)-6-fluoro-4-(2-hydroxyacetyl)-1,3,4,5-tetrahydro-2H-pyrido[3,4-e][1,4]diazepin-2-one C(C)(CC)C1N(CC2=C(NC1=O)C=NC=C2F)C(CO)=O